C(CCCC)OCCNCC N-(2-pentyloxyethyl)ethylamine